FC=1C=C(C=C(C1OC1=C2C(=NC=C1)N(C=C2C2=CC(=CC=C2)F)COCC[Si](C)(C)C)F)NC(=O)NCC2(COC2)C 1-(3,5-difluoro-4-{[3-(3-fluorophenyl)-1-{[2-(trimethylsilyl)ethoxy]methyl}-1H-pyrrolo[2,3-b]pyridin-4-yl]oxy}phenyl)-3-[(3-methyloxetan-3-yl)methyl]urea